(S)-2-((7-((3-methoxybenzyl)oxy)-3,4-dihydroisoquinolin-2(1H)-yl)methyl)-1-((oxetan-2-yl)methyl)-1H-benzo[d]imidazole-6-carboxylic acid COC=1C=C(COC2=CC=C3CCN(CC3=C2)CC2=NC3=C(N2C[C@H]2OCC2)C=C(C=C3)C(=O)O)C=CC1